N-(3-(3'-Chloro-6-methoxy-5-(((((S)-5-oxopyrrolidin-2-yl)methyl)amino)methyl)-[2,4'-bipyridin]-2'-yl)-2-methylphenyl)-5-((((R)-2-hydroxypropyl)amino)methyl)picolinamide ClC=1C(=NC=CC1C1=NC(=C(C=C1)CNC[C@H]1NC(CC1)=O)OC)C=1C(=C(C=CC1)NC(C1=NC=C(C=C1)CNC[C@@H](C)O)=O)C